C1(CCCC1)CC1=CC=C(C=C1)C=1CC(N(N1)C1=NC=CN=C1)C(=O)N1CC(C1)CF 5-[4-(cyclopentylmethyl)phenyl]-3-[3-(fluoromethyl)azetidine-1-carbonyl]-2-pyrazin-2-yl-4H-pyrazol